OC1=C(C=C(C=C1)N1C(C2=CC=C(C=C2CC1)C1=C(C=CC=C1)C(F)(F)F)=O)NS(=O)(=O)C N-(2-hydroxy-5-(1-oxo-6-(2-(trifluoromethyl)phenyl)-3,4-dihydroisoquinolin-2(1H)-yl)phenyl)methanesulfonamide